BrC=1C=C(C=CC1C)NC(CC1CCOCC1)=O N-(3-bromo-4-methyl-phenyl)-2-tetrahydropyran-4-yl-acetamide